3-Bromo-5-(2-ethoxyethyl)thieno[2,3-d]pyridazin-4(5H)-one BrC1=CSC=2C=NN(C(C21)=O)CCOCC